trans-4-((4-(2-Cyclopropyloxazol-4-yl)pyridin-2-yl)-((trans-4-(5-meth-oxy-6-methylpyridin-2-yl)cyclohexyl)-methyl)carbamoyl)-cyclohexyl ((R)-1-methylpiperidin-3-yl)carbamate CN1C[C@@H](CCC1)NC(O[C@@H]1CC[C@H](CC1)C(N(C[C@@H]1CC[C@H](CC1)C1=NC(=C(C=C1)OC)C)C1=NC=CC(=C1)C=1N=C(OC1)C1CC1)=O)=O